CNC[C@H](O)[C@@H](O)[C@H](O)[C@H](O)CO N-Methyl-D-glucamine